2-amino-9-((2r,3r,5s)-3-hydroxy-5-((S)-1-hydroxypropyl)tetrahydrofuran-2-yl)-7-(2-(methylsulfinyl)ethyl)-7,9-dihydro-8H-purin-8-one NC1=NC=C2N(C(N(C2=N1)[C@@H]1O[C@@H](C[C@H]1O)[C@H](CC)O)=O)CCS(=O)C